FC(C=1C=C(C=CC1)NC(=O)C1=CC=C2CCNC2=C1)(F)F N-(3-(trifluoromethyl)phenyl)indoline-6-carboxamide